N1=C(C=CC=C1)C=CC1=C(C(=O)Cl)C=CC=C1 pyridinylethenylbenzoic acid chloride